phosphorus, nitrate salt [N+](=O)([O-])[O-].[P+3].[N+](=O)([O-])[O-].[N+](=O)([O-])[O-]